Br.N[C@@]1(C(NC(CC1)=O)=O)C (S)-3-amino-3-methylpiperidine-2,6-dione hydrobromide